FC(C1(CC1)CNC=1N=CC2=C(N1)NC=C2C2=CC=1N(C=C2)N=CC1C(=O)N[C@@H](C(F)(F)F)C)(F)F (R)-5-(2-(((1-(trifluoromethyl)cyclopropyl)methyl)amino)-7H-pyrrolo[2,3-d]pyrimidin-5-yl)-N-(1,1,1-trifluoropropan-2-yl)pyrazolo[1,5-a]pyridine-3-carboxamide